CC=1N=CSC1C1=CC=C(C=C1)[NH-] [4-(4-methyl-1,3-thiazol-5-yl)phenyl]amide